FC1=C(C(=C(C(=C1F)F)F)F)C1=C(C(=C(C(=C1F)F)F)F)F Perfluoro-biphenyl